OCC[C@H]1CCC(N1)=O (R)-5-(2-hydroxyethyl)pyrrolidin-2-one